6-chloro-4-(4-(4-methoxyphenoxy)piperidin-1-yl)-1-methyl-2-oxo-1,2-dihydro-1,5-naphthyridine-3-carbonitrile ClC=1N=C2C(=C(C(N(C2=CC1)C)=O)C#N)N1CCC(CC1)OC1=CC=C(C=C1)OC